1-(2,2-difluoroethyl)piperidin-4-one FC(CN1CCC(CC1)=O)F